OC1C(COC1)C1=C(C(N(N=C1C1=CC=C(C=C1)C(F)(F)F)C=1C=NN(C1)C)=O)C(=O)N (+)-N-cis-4-Hydroxytetrahydro-furan-3-yl-2-(1-methyl-1H-pyrazol-4-yl)-3-oxo-6-[4-(trifluoromethyl)phenyl]-2,3-dihydropyridazine-4-carboxamide